C(C)(C)(C)OC(N(CC1CC1)[C@H]1CN(CCC1)C=1C=NC(=CC1)C(C)=O)=O.NC1=CC=C(OC2=CC(=CC=C2)OC2=CC=C(C=C2)N)C=C1 1,3-bis-(4-aminophenoxy)benzene tert-butyl-(R)-(1-(6-acetylpyridin-3-yl)piperidin-3-yl)(cyclopropylmethyl)carbamate